O.BrC1=C(C=C(C=C1)C(C=O)=O)F 2-(4-bromo-3-fluorophenyl)-2-oxoacetaldehyde hydrate